C(CC)C(CC(N)(CCC)CCC)(N)CCC tetrapropyl-1,3-propanediamine